1-methyl-2,6-diisocyanato-cyclohexane CC1C(CCCC1N=C=O)N=C=O